ClC=1C(N(C(=CC1OCC1=NC=C(C=C1F)F)C)C1=CC(=NC=C1C)C=1N=C(SC1)C(C(=O)NC)(C)C)=O (4-(3-chloro-4-((3,5-difluoropyridin-2-yl)methoxy)-5',6-dimethyl-2-oxo-2H-[1,4'-bipyridin]-2'-yl)thiazol-2-yl)-N,2-dimethylpropionamide